BrCCCCCCC(=O)N[C@H](C(=O)N1[C@@H](C[C@H](C1)O)C(=O)N[C@@H](C)C1=CC=C(C=C1)C1=C(N=CS1)C)C(C)(C)C (2S,4R)-1-((S)-2-(7-bromoheptanamido)-3,3-dimethylbutanoyl)-4-hydroxy-N-((S)-1-(4-(4-methylthiazol-5-yl)phenyl)ethyl)pyrrolidine-2-carboxamide